ClC1=C(C=2N=C(N=C(C2C=N1)N1C[C@](CCC1)(C)NC(OC(C)(C)C)=O)OC[C@H]1N(C[C@@H](C1)F)C)F tert-Butyl ((R)-1-(7-chloro-8-fluoro-2-(((2S,4R)-4-fluoro-1-methylpyrrolidin-2-yl)methoxy)pyrido[4,3-d]pyrimidin-4-yl)-3-methylpiperidin-3-yl)carbamate